NC1=C2C(=NN1C(=O)[C@@H]1CCNC3=C(C=CC=C13)C)COCC2 |o1:8| (R*)-(3-amino-4,5-dihydropyrano[3,4-c]pyrazol-2(7H)-yl)(8-methyl-1,2,3,4-tetrahydro-quinolin-4-yl)methanone